[Br].[I].[Pb].[Cs].CN methylamine cesium lead iodine bromine